C(#N)N1C[C@]2(CC2C1)NC(=O)C=1SC(=CN1)C=1C=NC=CC1SC1=CC=CC=C1 N-((1R)-3-Cyano-3-azabicyclo[3.1.0]hexan-1-yl)-5-(4-(phenylthio)pyridin-3-yl)thiazol-2-carboxamid